COC1=C(C=C(C=C1)[N+](=O)[O-])C1=CC(=NC=C1C(=O)OC)C methyl 4-(2-methoxy-5-nitrophenyl)-6-methylnicotinate